C(C)(C)C1=NC=C(N1)C(=O)OC methyl 2-isopropyl-3H-imidazole-4-carboxylate